N1(CCC1)C1CN2C(OC1)=C(C=N2)S(=O)(N)=NC(NC2=C1[C@H](CCC1=CC=1CCCC21)C)=O 6-(azetidin-1-yl)-N'-(((S)-3-methyl-1,2,3,5,6,7-hexahydro-s-indacen-4-yl)carbamoyl)-6,7-dihydro-5H-pyrazolo[5,1-b][1,3]oxazine-3-sulfonimidamide